1-tridecanoyl-2-(9Z,12Z-octadecadienoyl)-glycero-3-phosphocholine CCCCCCCCCCCCC(=O)OC[C@H](COP(=O)([O-])OCC[N+](C)(C)C)OC(=O)CCCCCCC/C=C\C/C=C\CCCCC